ClC=1C=C(C=C(C1OC=1C=C2C(=CC=NC2=CC1)CC)Cl)N1N=C(C(NC1=O)=O)C#N 2-(3,5-dichloro-4-((4-ethylquinolin-6-yl)oxy)phenyl)-3,5-dioxo-2,3,4,5-tetrahydro-1,2,4-triazine-6-carbonitrile